ClC1=C2C=C(NC2=CC=C1Cl)C(=O)N1CC2(CCN2C(C)=O)CC1 1-(6-(4,5-dichloro-1H-indole-2-carbonyl)-1,6-diazaspiro[3.4]octan-1-yl)ethan-1-one